(S)-2-(12-((2-(2-(4-(4-Chlorophenyl)-2,3,9-trimethyl-6H-thieno[3,2-f][1,2,4]triazolo[4,3-a][1,4]diazepin-6-yl)acetamido)ethyl)amino)dodecanamido)-N-(4,5-dimethylthiazol-2-yl)benzamide ClC1=CC=C(C=C1)C1=N[C@H](C=2N(C3=C1C(=C(S3)C)C)C(=NN2)C)CC(=O)NCCNCCCCCCCCCCCC(=O)NC2=C(C(=O)NC=3SC(=C(N3)C)C)C=CC=C2